2-((1s,2r,3r,5s)-5-hydroxy-2-((1e,3rs,4s)-4-methyl-3-((tetrahydro-2H-pyran-2-yl)oxy)non-1-en-6-yn-1-yl)-3-((tetrahydro-2H-pyran-2-yl)oxy)cyclopentyl)ethanol O[C@H]1C[C@H]([C@@H]([C@@H]1CCO)\C=C\[C@@H]([C@H](CC#CCC)C)OC1OCCCC1)OC1OCCCC1 |&1:11|